2-((2R,3S,4S)-5-chloro-6-fluoro-3-methyl-2-((methylamino)methyl)-2-(pyridin-2-yl)-2,3-di-hydrobenzofuran-4-yl)-3-fluoro-4-(2-hydroxyethoxy)benzamide ClC=1C(=CC2=C([C@@H]([C@](O2)(C2=NC=CC=C2)CNC)C)C1C1=C(C(=O)N)C=CC(=C1F)OCCO)F